COC1=CC=C(C=C1)C1CC(CC1)=O 3-(4-methoxyphenyl)cyclopentanone